4-{1-[N-methyl-5-(4-ethyl-1H-indole-2-carbonyl)-4H,5H,6H,7H-pyrazolo[1,5-a]pyrazine-3-amido]cyclopropyl}benzoic acid CN(C(=O)C=1C=NN2C1CN(CC2)C(=O)C=2NC1=CC=CC(=C1C2)CC)C2(CC2)C2=CC=C(C(=O)O)C=C2